C(#N)C1=C(CN(C(=O)C=2C=C(N(C2C)C)C2=C(C(=O)O)C=CC(=C2)[N+](=O)[O-])C2=CC=C3C=NN(C3=C2)C2OCCCC2)C=CC=C1 2-[4-({(2-Cyanobenzyl)[1-(tetrahydro-2H-pyran-2-yl)-1H-indazol-6-yl]amino}carbonyl)-1,5-dimethyl-1H-pyrrol-2-yl]-4-nitrobenzoic acid